BrC=1C=NN(C1)C1CCC(CC1)(F)F 4-bromo-1-(4,4-difluorocyclohexyl)pyrazole